5-Bromo-2-(1,2,4-triazol-1-yl)pyridine BrC=1C=CC(=NC1)N1N=CN=C1